ClC1=CC(=CN=N1)N1CCC(CC1)(C(=O)OC)C1=NOC(=C1)C Methyl 1-(6-chloropyridazin-4-yl)-4-(5-methylisoxazol-3-yl)piperidine-4-carboxylate